3-aminocyclohexyl-phenyl-methane NC1CC(CCC1)CC1=CC=CC=C1